2-(2-((3R,4R)-3-amino-4-fluoropiperidin-1-yl)-5,6-difluoro-1H-benzo[d]imidazol-1-yl)-N-((1,1-dioxidotetrahydrothiophen-3-yl)methyl)-N-methylacetamide N[C@@H]1CN(CC[C@H]1F)C1=NC2=C(N1CC(=O)N(C)CC1CS(CC1)(=O)=O)C=C(C(=C2)F)F